tert-Butyl 3-[4-[2-fluoro-5-(2-trimethylsilylethynyl)anilino]quinazolin-6-yl]azetidine-1-carboxylate FC1=C(NC2=NC=NC3=CC=C(C=C23)C2CN(C2)C(=O)OC(C)(C)C)C=C(C=C1)C#C[Si](C)(C)C